The molecule is a 3-(cis-5,6-dihydroxycyclohexa-1,3-dienyl)propanoic acid. It is a conjugate acid of a 3-[(5R,6S)-5,6-dihydroxycyclohexa-1,3-dienyl]propanoate. It is an enantiomer of a 3-[(5S,6R)-5,6-dihydroxycyclohexa-1,3-dienyl]propanoic acid. C1=C[C@H]([C@H](C(=C1)CCC(=O)O)O)O